(S)-1-(tert-Butoxycarbonyl)pyrrolidine-3-carboxylic acid C(C)(C)(C)OC(=O)N1C[C@H](CC1)C(=O)O